(Z)-4-(methoxymethylene)-2,6-dimethyltetrahydro-2H-pyran COC=C1CC(OC(C1)C)C